4-(4-cyano-2-methoxyphenyl)-5-cyclobutyloxy-2,8-dimethyl-1,4-dihydro-1,6-naphthyridine-3-carboxamide C(#N)C1=CC(=C(C=C1)C1C(=C(NC2=C(C=NC(=C12)OC1CCC1)C)C)C(=O)N)OC